1-(1-propyl-1H-pyrazol-3-yl)methylamine C(CC)N1N=C(C=C1)CN